3-bromo-2-[(E)-2-nitrovinyl]thiophene BrC1=C(SC=C1)\C=C\[N+](=O)[O-]